(2R,3R,4R,5R)-5-((1H-tetrazol-1-yl)methyl)-2-(hydroxymethyl)tetrahydro-2H-pyran N1(N=NN=C1)C[C@H]1CC[C@@H](OC1)CO